C(C1=CC=CC=C1)OC1=C(C=CC(=C1)C(F)(F)F)C1=NN=C(C=2CCCCC12)C[C@@H]1N(CCN(C1)C)C(=O)OCC1=CC=CC=C1 benzyl (s)-2-((4-(2-(benzyloxy)-4-(trifluoromethyl)phenyl)-5,6,7,8-tetrahydrophthalazin-1-yl)methyl)-4-methylpiperazine-1-carboxylate